ClC=1C(=NC(=NC1)NC=1C=CC2=C(N(N=C2C1)C)N1CCC(CC1)N1CC2CCC(C1)N2C)C=2C=NN(C2)S(=O)(=O)C N-(5-chloro-4-(1-(methylsulfonyl)-1H-pyrazol-4-yl)pyrimidin-2-yl)-2-methyl-3-(4-(8-methyl-3,8-diazabicyclo[3.2.1]oct-3-yl)piperidin-1-yl)-2H-indazol-6-amine